[Si](C)(C)(C(C)(C)C)OC(CN(CCCCN)CC(CCCCCCCC)O[Si](C)(C)C(C)(C)C)CCCCCCCC N1,N1-bis(2-((tert-butyldimethylsilyl)oxy)decyl)butane-1,4-diamine